phenylphenylene diphosphonite P1OC2=C(C(=CC=C2)C2=CC=CC=C2)OPO1